ClC=1N=CC2=C(N1)N(C=C2)C=2C=NC=CC2 2-chloro-7-(pyridin-3-yl)-7H-pyrrolo[2,3-d]pyrimidine